N-(trans-1-Methyl-3-((5-(pyrazolo[1,5-a]pyridin-5-yl)pyrrolo[2,1-f][1,2,4]triazin-2-yl)amino)cyclobutyl)acetamide CC1(CC(C1)NC1=NN2C(C=N1)=C(C=C2)C2=CC=1N(C=C2)N=CC1)NC(C)=O